C[C@H]1N(CC(C(C1)C(=O)OCC)=O)C(=O)OC(C)(C)C (2R)-1-tert-butyl 4-ethyl 2-methyl-5-oxopiperidine-1,4-dicarboxylate